FC1=CC=C(C2=CC=CC=C12)C1=C(C=CC=C1O)O 2-(4-fluoronaphthalen-1-yl)benzene-1,3-diol